3-(6-(4-((4-((2-(1H-imidazol-1-yl)pyrimidin-4-yl)amino)piperidin-1-yl)methyl)benzyl)-2-oxobenzo[cd]indol-1(2H)-yl)piperidine-2,6-dione N1(C=NC=C1)C1=NC=CC(=N1)NC1CCN(CC1)CC1=CC=C(CC=2C=3C4=C(C(N(C4=CC2)C2C(NC(CC2)=O)=O)=O)C=CC3)C=C1